(S)-1-(5-(4-fluorophenyl)isochroman-1-yl)-N-methylmethanamine hydrochloride Cl.FC1=CC=C(C=C1)C1=C2CCO[C@@H](C2=CC=C1)CNC